racemic-N-(1-(1-benzoyl-2,3-dihydro-1H-pyrido[2,3-b][1,4]oxazin-6-yl)ethyl)-4-chlorobenzamide C(C1=CC=CC=C1)(=O)N1C2=C(OCC1)N=C(C=C2)[C@@H](C)NC(C2=CC=C(C=C2)Cl)=O |r|